5-(4-bromophenyl)-4H-[1,2,4]-triazole-3-thiol BrC1=CC=C(C=C1)C=1NC(=NN1)S